4,6-bis(3-methylphenyl)pyrimidinium CC=1C=C(C=CC1)C1=NC=[NH+]C(=C1)C1=CC(=CC=C1)C